1,3,6-naphthalentrisulfonyl chloride C1(=CC(=CC2=CC(=CC=C12)S(=O)(=O)Cl)S(=O)(=O)Cl)S(=O)(=O)Cl